ClC1=CC=C(C=C1)[Si](C=1C=C(C=CC1)C1=NC(=C(N=C1C1=CC=CC=C1)C1=CC=CC=C1)C1=CC=CC=C1)(C1=CC=CC=C1)C1=CC=CC=C1 2-(3-((4-chlorophenyl)diphenylsilyl)phenyl)-3,5,6-triphenylpyrazine